NC1=C(C=C(C=N1)C1=NN2C(=C1)[C@@]1(CN(CC1)C(=O)NC(C)(C)C1=NC=CC=C1F)OCC2)OC(F)(F)F |r| (rac)-2-[6-amino-5-(trifluoromethoxy)pyridin-3-yl]-N-[2-(3-fluoropyridin-2-yl)propan-2-yl]-6,7-dihydrospiro[pyrazolo[5,1-c][1,4]oxazine-4,3'-pyrrolidine]-1'-carboxamide